C(C)(=O)O[C@@H](C[N+](C)(C)C)CC([O-])=O O-ACETYL-L-CARNITINE